ClC1=CC(=C2C(=N1)N(N=N2)[C@H]2[C@@H]([C@@H]([C@@H](O2)COS(=O)(=O)CP(O)(O)=O)O)O)NCC2=C(C=CC=C2)Cl (((((2S,3S,4R,5R)-5-(5-chloro-7-((2-chlorobenzyl)amino)-3H-[1,2,3]triazolo[4,5-b]pyridin-3-yl)-3,4-dihydroxytetrahydrofuran-2-yl)methoxy)sulfonyl)methyl)phosphonic acid